CN(CCN1C=NC=C1C(=O)O)C.[Li] Lithium 1-[2-(dimethylamino)ethyl]-1H-imidazole-5-carboxylic acid